3-bromo-9-(3-(triphenylsilyl)phenyl)-9H-carbazole BrC=1C=CC=2N(C3=CC=CC=C3C2C1)C1=CC(=CC=C1)[Si](C1=CC=CC=C1)(C1=CC=CC=C1)C1=CC=CC=C1